BrC1=C(C(=CC(=C1)Cl)C(N)=O)NC(=O)C=1N(N=C(C1)OCC(F)F)C1CC1 N-(2-bromo-6-carbamoyl-4-chloro-phenyl)-2-cyclopropyl-5-(2,2-difluoroethoxy)pyrazole-3-carboxamide